(S)-N1-(1-(1-adamantylmethyl)-2-oxo-1,2-dihydropyridin-3-yl)-N6-methyl-2-(3-methylbenzofuran-2-carboxamido)-5-oxohexanediamide C12(CC3CC(CC(C1)C3)C2)CN2C(C(=CC=C2)NC([C@H](CCC(C(=O)NC)=O)NC(=O)C=2OC3=C(C2C)C=CC=C3)=O)=O